Tetramethyl dodecene-1,12-bisphosphonate C(=CCCCCCCCCCCP(OC)(=O)OC)P(OC)(=O)OC